CC=1N=C(SC1C)NC(=O)C1=C(C=CC=C1)NC(CCOCCOCCOCCOCCOCCC=O)=O N-(2-((4,5-dimethylthiazol-2-yl)carbamoyl)phenyl)-19-oxo-4,7,10,13,16-pentaoxa-nonadecanoamide